(R)-5-chloro-N-(3-chloro-1-(1-(methylsulfonyl)pyrrolidin-3-yl)-1H-pyrazol-4-yl)-7-ethyl-7H-pyrrolo[2,3-d]pyrimidin-2-amine ClC1=CN(C=2N=C(N=CC21)NC=2C(=NN(C2)[C@H]2CN(CC2)S(=O)(=O)C)Cl)CC